(S)-8-(2-chloro-5-fluorophenyl)-1-(3-fluoro-5-(trifluoromethyl)benzamido)-6-oxo-5,6,7,8-tetrahydroimidazo[1,5-a]pyrazine-3-carboxylic acid ClC1=C(C=C(C=C1)F)[C@H]1C=2N(CC(N1)=O)C(=NC2NC(C2=CC(=CC(=C2)C(F)(F)F)F)=O)C(=O)O